FC(OC1=CC(=C(C=C1)C=1CCSC2=C(C1C1=CC=C(C=C1)O[C@@H]1CN(CC1)CCCF)C=CC(=C2)O)F)F 4-[4-(difluoromethoxy)-2-fluoro-phenyl]-5-[4-[(3S)-1-(3-fluoropropyl)pyrrolidin-3-yl]oxyphenyl]-2,3-dihydro-1-benzothiepin-8-ol